C(C)OC1=C(O[C@H]2CN(CCC2)C2=CN=CC(=N2)NC(=O)C2CCN(CC2)C2=NC=C(C=N2)C(=O)O)C=CC=C1 (R)-2-(4-((6-(3-(2-ethoxyphenoxy)piperidin-1-yl)pyrazin-2-yl)carbamoyl)piperidin-1-yl)pyrimidine-5-carboxylic acid